OCC1=CC(=NC(=C1)SC)C1=CN(C2=CN=C(C=C21)NC(C)=O)C N-(3-(4-(hydroxymethyl)-6-(methylthio)pyridin-2-yl)-1-methyl-1H-pyrrolo[2,3-c]pyridin-5-yl)acetamide